9-oxa-2-azaspiro[5.5]undecan-1-one C1(NCCCC12CCOCC2)=O